N3-(2-chloro-6-fluorophenylmethyl)-1-(piperidin-3-yl)-1H-pyrazolo[3,4-d]pyrimidine-3,4-diamine ClC1=C(C(=CC=C1)F)CNC1=NN(C2=NC=NC(=C21)N)C2CNCCC2